O=S1(C2=C(CC1)C(=CC=C2)CC)=O (R)-1-(1,1-dioxo-2,3-dihydrobenzo[b]thiophen-4-yl)ethane